C1(=CCC(=CC1)C(C)C)C p-Mentha-1,4-dien